2-amino-4-bromobenzene-1-sulfonamide NC1=C(C=CC(=C1)Br)S(=O)(=O)N